methyl (S)-4-(2-ethyl-3-fluorophenyl)-2-methyl-5-oxo-1,4,5,7-tetrahydrofuro[3,4-b]pyridine-3-carboxylate C(C)C1=C(C=CC=C1F)[C@@H]1C2=C(NC(=C1C(=O)OC)C)COC2=O